2-ethoxycarbonyl-3-(3-bromoanilino)quinoxaline C(C)OC(=O)C1=NC2=CC=CC=C2N=C1NC1=CC(=CC=C1)Br